3-methyl-2-acetyl-quinoxaline-N1,4-dioxide CC=1C(=[N+](C2=CC=CC=C2[N+]1[O-])[O-])C(C)=O